(S)-4-ethoxy-N-(7-fluoro-2-methyl-2H-indazol-5-yl)-2-(3-(methylamino)pyrrolidin-1-yl)pyrimidine-5-carboxamide C(C)OC1=NC(=NC=C1C(=O)NC1=CC2=CN(N=C2C(=C1)F)C)N1C[C@H](CC1)NC